OCC1=CC=CC(=N1)N1CCC(CC1)(O)C 1-(6-(hydroxymethyl)pyridin-2-yl)-4-methylpiperidin-4-ol